dibutoxy tartrate C(=O)(OOCCCC)C(O)C(O)C(=O)OOCCCC